C1=CC=C[N+]=2C=CC3=C(C12)C=C1C(OCO1)=C3 1,3-benzodioxolo[5,6-a]quinolizinium